2-Methyl-N-[2-(trifluoromethyl)benzyl]-6-({[2-(Trifluoromethyl)phenyl]carbonyl}amino)-1H-benzimidazole-4-carboxamide CC1=NC2=C(N1)C=C(C=C2C(=O)NCC2=C(C=CC=C2)C(F)(F)F)NC(=O)C2=C(C=CC=C2)C(F)(F)F